6-(2-((cis-3-methoxycyclobutyl)amino)-7H-pyrrolo[2,3-d]pyrimidin-5-yl)-4,4-dimethyl-3,4-dihydroisoquinolin-1(2H)-one CO[C@H]1C[C@H](C1)NC=1N=CC2=C(N1)NC=C2C=2C=C1C(CNC(C1=CC2)=O)(C)C